O=C1C(=C2C(=NN1)C(CC2)N2CC(OCC2)C(=O)N2CCN(CC2)C2=NC=C(C#N)C=C2)C(F)(F)F 6-[4-[4-[3-Oxo-4-(trifluoromethyl)-3,5,6,7-tetrahydro-2H-cyclopenta[c]pyridazin-7-yl]morpholine-2-carbonyl]piperazin-1-yl]nicotinonitrile